BrC1=CC(=CC=C1)C(C)(F)F 1-bromo-3-(1,1-difluoroethyl)benzene